tert-butyl (3R)-3-[[2-fluoro-4-[5-(trideuteriomethyl)-1,3,4-thiadiazol-2-yl]benzoyl]-(3-methylthieno[3,2-c]pyridin-4-yl)amino]piperidine-1-carboxylate FC1=C(C(=O)N([C@H]2CN(CCC2)C(=O)OC(C)(C)C)C2=NC=CC3=C2C(=CS3)C)C=CC(=C1)C=1SC(=NN1)C([2H])([2H])[2H]